3-ethyl-5-methylpyridin-2-amine C(C)C=1C(=NC=C(C1)C)N